6-(1-(5-fluoro-3-(trifluoromethyl)pyridin-2-yl)piperidin-4-yl)-2-thia-6-azaspiro[3.4]octane 2,2-dioxide FC=1C=C(C(=NC1)N1CCC(CC1)N1CC2(CS(C2)(=O)=O)CC1)C(F)(F)F